4-(3,8-Diazabicyclo[3.2.1]oct-3-yl)-6-(pyridazin-4-yl)pyrrolo[1,2-b]pyridazine hydrochloride Cl.C12CN(CC(CC1)N2)C=2C=1N(N=CC2)C=C(C1)C1=CN=NC=C1